O=C1NC(CCC1N1CC2=CC=CC(=C2C1)NCCO)=O 2-(2,6-dioxopiperidin-3-yl)-4-[(2-hydroxyethyl)amino]-2,3-dihydro-1H-isoindole